CNC=1N=CC=2C#CC3=NC=CC(OCCOC=4C(=CC=C(NC=5N=CC1C2C5)N4)C)=C3 N,6-dimethyl-8,11-dioxa-2,15,21,25,29-pentaazapentacyclo[17.6.2.1^{3,7}.1^{12,16}.0^{23,27}]nonacosa-1(26),3,5,7(29),12(28),13,15,19(27),20,22,24-undecaen-17-yn-22-amine